N1C(NC2=NC=CC=C21)=O dihydro-2H-imidazo[4,5-b]pyridin-2-one